N-(3-chloro-5-ethylisonicotinyl)-O-((1r,3r)-3-(2-(5,6,7,8-tetrahydro-1,8-naphthyridin-2-yl)ethyl)cyclobutyl)-L-homoserine ClC1=C(CN[C@@H](CCOC2CC(C2)CCC2=NC=3NCCCC3C=C2)C(=O)O)C(=CN=C1)CC